C(C)C=1C=CNC1 4-ethyl-pyrrole